ethyl 4-(4-aminobenzyl)-6-hydroxy-5-oxo-4,5-dihydrothieno[3,2-b]pyridine-7-carboxylate NC1=CC=C(CN2C3=C(C(=C(C2=O)O)C(=O)OCC)SC=C3)C=C1